(R)-3-((3-fluoroquinolin-5-yl)amino)pyrrolidine-1-carboxylic acid tert-butyl ester C(C)(C)(C)OC(=O)N1C[C@@H](CC1)NC1=C2C=C(C=NC2=CC=C1)F